Cl.CC1(CC1)N 1-methylcyclopropanamine HCl salt